C1N(CC12COCC2)C2=NC=1N(C=C2)N=CC1C(=O)N 5-(6-oxa-2-aza-spiro[3.4]octane-2-yl)pyrazolo[1,5-a]pyrimidine-3-carboxamide